CN(C1(CCC2(CN(C(N2CCC(=O)O)=O)CC2=CC=C(C=C2)OC)CC1)C1=CC=CC=C1)C 3-[8-dimethylamino-3-[(4-methoxyphenyl)methyl]-2-oxo-8-phenyl-1,3-diazaspiro[4.5]decan-1-yl]-propionic acid